CN1C(=NC=C1)C1=CC=CC=C1C(=O)O 3-methylimidazolebenzoic acid